5-(2-carboxyvinyl)-2'-deoxyuridine C(=O)(O)C=CC=1C(NC(N([C@H]2C[C@H](O)[C@@H](CO)O2)C1)=O)=O